phthalimido 3,6,6-trisulfo-2-naphthyl oxalate C(C(=O)OC1=CC=2C=CC(CC2C=C1S(=O)(=O)O)(S(=O)(=O)O)S(=O)(=O)O)(=O)ON1C(C=2C(C1=O)=CC=CC2)=O